CC(C)CCCCCCC(CCCCCCCC)O 2-methyl-9-heptadecanol